tert-Butyl 5-chloro-2-((3,7-dimethyl-8-(2-(methylsulfonyloxy)ethyl)-2,6-dioxo-2,3,6,7-tetrahydro-1H-purin-1-yl)methyl)-1H-indole-1-carboxylate ClC=1C=C2C=C(N(C2=CC1)C(=O)OC(C)(C)C)CN1C(N(C=2N=C(N(C2C1=O)C)CCOS(=O)(=O)C)C)=O